[Si](C)(C)(C(C)(C)C)OC1C2N(C(C3=C(N1)C=CC(=C3)OC)=O)CC3(CC3)C2 11-((tert-butyldimethylsilyl)oxy)-7-methoxy-5-oxo-11,11a-dihydro-1H,3H-spiro[benzo[e]pyrrolo[1,2-a][1,4]diazepine-2,1'-cyclopropane]